OC=1C=C(C=CC1[N+](=O)[O-])C1=CC(CC(C1)(C)C)=C(C#N)C#N (E)-2-(3-(3-hydroxy-4-nitrophenyl)-5,5-dimethylcyclohex-2-en-1-ylidene)malononitrile